m-[2-(2-methoxyethylamino)-6-(1-{[6-(methoxymethyl)-2-pyridinyl]methyl}-1H-1,2,3-triazol-4-yl)-4-pyrimidinyl]benzonitrile COCCNC1=NC(=CC(=N1)C=1C=C(C#N)C=CC1)C=1N=NN(C1)CC1=NC(=CC=C1)COC